C(CCC)[C@@H]1N(C(C2=CC=C(C=C2C1)OC)C=1C=C2C=CC=NC2=CC1)C(C#C[Si](C)(C)C)=O 1-((3S)-3-butyl-6-methoxy-1-(quinolin-6-yl)-3,4-dihydroisoquinolin-2(1H)-yl)-3-(trimethylsilyl)prop-2-yn-1-one